tert-butyl N-[(2S)-3-[[(2R)-3-(allyloxycarbonylamino)-2-hydroxy-propyl]amino]-2-hydroxy-propyl]carbamate C(C=C)OC(=O)NC[C@@H](CNC[C@@H](CNC(OC(C)(C)C)=O)O)O